ClC=1C=C2C=NC(=NC2=CC1C1CCN(CC1)[C@@H]1[C@@H](COC1)O)NC=1C=NN(C1C)C1CC1 |o1:17,18| (3S,4S) or (3R,4R)-4-(4-{6-chloro-2-[(1-cyclopropyl-5-methyl-1H-pyrazol-4-yl)amino]quinazolin-7-yl}piperidin-1-yl)oxolan-3-ol